3-iodo-2-propynyl-phenyl carbamate C(N)(OC1=C(C(=CC=C1)I)C#CC)=O